4-(7-bromodibenzo[b,d]furan-4-yl)-2,6-diphenylpyrimidine BrC1=CC2=C(C3=C(O2)C(=CC=C3)C3=NC(=NC(=C3)C3=CC=CC=C3)C3=CC=CC=C3)C=C1